3-hydroxypyrrolidine-1-carboxylate OC1CN(CC1)C(=O)[O-]